N,N-diacetyl-L-lanthionine C(C)(=O)N([C@@H](CSC[C@H](N)C(=O)O)C(=O)O)C(C)=O